4-methylenedimethoxybenzaldehyde C=C1C(C(=C(C=O)C=C1)OC)OC